6-(dimethoxymethyl)-3,8,10-trifluoro-6H,11H-chromeno[4,3-b]indole COC(C1OC2=CC(=CC=C2C=2NC3=C(C=C(C=C3C21)F)F)F)OC